1-carbamoylmethyl-4-(p-formylstyryl)pyridinium C(N)(=O)C[N+]1=CC=C(C=C1)C=CC1=CC=C(C=C1)C=O